3,3'-di-tert-butyl-5,5'-dimethoxy-[1,1'-biphenyl] C(C)(C)(C)C=1C=C(C=C(C1)OC)C1=CC(=CC(=C1)OC)C(C)(C)C